ClC=1C=C(/C=C/C=2C=CC(=C(C(=O)NC3=CC=C(C(=O)O)C=C3)C2)O)C=CC1Cl (E)-4-((5-(3,4-dichloro-styryl)-2-hydroxy-benzoyl)amino)benzoic acid